NC=1N=C(SC1C(=O)OCC)SC ethyl 4-amino-2-(methylsulfanyl)-1,3-thiazole-5-carboxylate